sulfomethyl acrylate, sodium salt [Na+].C(C=C)(=O)OCS(=O)(=O)[O-]